(3-fluoro-2-methylphenyl)(2,6-diazaspiro[3.3]heptan-2-yl)methanone FC=1C(=C(C=CC1)C(=O)N1CC2(C1)CNC2)C